C(CCCC\C=C/C\C=C/C\C=C/C\C=C/CC)OC(C(=O)O)CC 2-(((6Z,9Z,12Z,15Z)-octadeca-6,9,12,15-tetraen-1-yl)oxy)butanoic acid